N-(1-carbamoyl-2,2-dimethylpropyl)-1-(4-pentenyl)indazole-3-carboxamide C(N)(=O)C(C(C)(C)C)NC(=O)C1=NN(C2=CC=CC=C12)CCCC=C